(4S)-N-((R or S)-(3-chloro-2,4-difluorophenyl)(3-(trifluoromethyl)bicyclo[1.1.1]pentan-1-yl)methyl)-2-oxoimidazolidine-4-carboxamide ClC=1C(=C(C=CC1F)[C@H](NC(=O)[C@H]1NC(NC1)=O)C12CC(C1)(C2)C(F)(F)F)F |o1:8|